tert-butyl 2-(diphenylmethylene)-1-propylhydrazinecarboxylate C1(=CC=CC=C1)C(=NN(C(=O)OC(C)(C)C)CCC)C1=CC=CC=C1